O=C1NC(CCC1N1C(C2=CC=C(C=C2C1=O)NCCOCCC(=O)N1CCN(CC1)C1=CC=C(C=C1)NC1=NN2C(C=CC=C2C2=CC=C(C=C2)S(=O)(=O)C)=N1)=O)=O 2-(2,6-Dioxopiperidin-3-yl)-5-((2-(3-(4-(4-((5-(4-(methylsulfonyl)phenyl)-[1,2,4]triazolo[1,5-a]pyridin-2-yl)amino)phenyl)piperazin-1-yl)-3-oxopropoxy)ethyl)amino)isoindoline-1,3-dione